N-(6-((1H-Pyrazol-1-yl)methyl)-4-methoxybenzo[d]isoxazol-3-yl)-3-(piperazin-1-yl)benzenesulfonamide N1(N=CC=C1)CC1=CC2=C(C(=NO2)NS(=O)(=O)C2=CC(=CC=C2)N2CCNCC2)C(=C1)OC